FC1([C@@H]([C@@H](N(C1)C(C(C)(C)O)=O)CC1=C(C(=CC=C1)C1=NC=CC(=C1)C)F)NS(=O)(=O)CC)F N-[(2S,3R)-4,4-difluoro-2-{[2-fluoro-3-(4-methylpyridin-2-yl)phenyl]methyl}-1-(2-hydroxy-2-methylpropanoyl)pyrrolidin-3-yl]ethanesulfonamide